(S)-N-(1-(3-(2-cyclopropylpyridin-4-yl)-1,2,4-oxadiazol-5-yl)ethyl)-3-(trifluoromethyl)benzamide C1(CC1)C1=NC=CC(=C1)C1=NOC(=N1)[C@H](C)NC(C1=CC(=CC=C1)C(F)(F)F)=O